N,N-dimethylbenzene-1,3-disulfonamide CN(S(=O)(=O)C1=CC(=CC=C1)S(=O)(=O)N)C